[OH-].C1(=CC=CC=C1)[N+](CCC)(CCC)C=CC phenyl-propenyl-dipropyl-ammonium hydroxide